FC1=C(NC2=CC=CC=C12)C=CC(=O)N fluoroindoleacrylamide